C(CCCCCCCCCCCCCCCCCCCCCCCCCCC)(=O)OCCCCCCCCCCCCCCCCCCCCCCCCCCCC octacosyl montanate